C1(CC\C=C\CCC1)NCCOC(C(C=O)=O)C (E)-3-(2-(cyclooct-4-en-1-ylamino)ethoxy)-2-oxobutanal